7-({[1,1'-Biphenyl]-3-yl}methyl)-2-oxo-3-oxa-1,8-diazaspiro[5.5]undecane-8-carboxylic acid methyl ester COC(=O)N1C(C2(CCOC(N2)=O)CCC1)CC=1C=C(C=CC1)C1=CC=CC=C1